2,6-bis(tert-butyl)-9,10-bis[2-carboxy(3,6-methano-4-methyl-4-cyclohexenyl)]carbonyloxyanthracene tert-butyl-N-[(1S)-3-hydroxy-1-[4-(2-trimethylsilylethynyl)phenyl]propyl]carbamate C(C)(C)(C)OC(N[C@@H](CCO)C1=CC=C(C=C1)C#C[Si](C)(C)C)=O.C(C)(C)(C)C1=CC2=C(C3=CC=C(C=C3C(=C2C=C1)OC(=O)C1C(C2C(=CC1C2)C)C(=O)O)C(C)(C)C)OC(=O)C2C(C1C(=CC2C1)C)C(=O)O